1-methyl-3-(4,4,5,5-tetramethyl-1,3,2-dioxaborolan-2-yl)pyrrolo[2,3-b]pyridine CN1C=C(C=2C1=NC=CC2)B2OC(C(O2)(C)C)(C)C